N,6-bis(1H-indol-3-yl)-3,4-dihydroisoquinoline-2(1H)-carboxamide N1C=C(C2=CC=CC=C12)NC(=O)N1CC2=CC=C(C=C2CC1)C1=CNC2=CC=CC=C12